ClC=1C=C2C=C(C(NC2=CC1)=O)[C@H](C)NC1=CC=C(N(C1=O)C)C#N 5-[[(1S)-1-(6-chloro-2-oxo-1H-quinolin-3-yl)ethyl]amino]-1-methyl-6-oxopyridine-2-carbonitrile